cis-1-((4H-1,2,4-triazol-4-yl)methyl)-N-(3-(5-fluoropyrimidin-2-yl)-4-methylphenyl)-3-methyl-6-azabicyclo[3.1.1]heptane-6-carboxamide N=1N=CN(C1)CC12CC(CC(N1C(=O)NC1=CC(=C(C=C1)C)C1=NC=C(C=N1)F)C2)C